CONC(=O)[C@H]1N(CC(C1)C1=CC=C(C=C1)C(F)(F)F)C1=CC=C(C(=O)O)C=C1 4-((2S)-2-(methoxycarbamoyl)-4-(4-(trifluoromethyl)phenyl)pyrrolidin-1-yl)benzoic acid